N[C@@]1(CN(CC1)C1=C(C=NC=C1C1=CC(=CC(=C1)F)F)C(=O)NCC(C)C)C 4-[(3S)-3-amino-3-methylpyrrolidin-1-yl]-5-(3,5-difluorophenyl)-N-(2-methylpropyl)pyridine-3-carboxamide